6-Chloro-N-(pyridin-2-ylmethyl)pyridazin-3-amine C1=CC=NC(=C1)CNC2=NN=C(C=C2)Cl